[4-cyclohexylsulfonylmorpholin-2-yl]benzothiophene-2-carboxamide C1(CCCCC1)S(=O)(=O)N1CC(OCC1)C1=C(SC2=C1C=CC=C2)C(=O)N